FC=1C=CC=C2C(=CNC12)C1CN(CC1)C 7-Fluoro-3-(1-methylpyrrolidin-3-yl)-1H-indole